C[C@@H]1O[C@@H](CN(C1)C1=CC=CC(=N1)C1=NC2=CC(=NC=C2C=C1)CC(=O)NC1=C(C=CC(=C1)S(=O)(=O)C)C)C 2-(2-(6-((cis)-2,6-dimethylmorpholino)pyridin-2-yl)-1,6-naphthyridin-7-yl)-N-(2-methyl-5-(methylsulfonyl)phenyl)acetamide